(R)-cyclopropyl(6-hydrazineyl-4-methylpyridin-3-yl)(imino)-λ6-sulfanone C1(CC1)[S@](=O)(=N)C=1C=NC(=CC1C)NN